C(C)C(COP(=O)(OCC(CCCC)CC)CCC(=O)O)CCCC 3-[di-(2-ethylhexyloxy)phosphoryl]propionic acid